ClC1=CC=2N(C=C1)C=C(N2)C2=N[N-]C(N2C=2C=NC(=CC2)Cl)=S 3-(7-chloroimidazo[1,2-a]pyridin-2-yl)-4-(6-chloropyridin-3-yl)-5-thioxo-4,5-dihydro-1,2,4-triazol-1-ide